ClC1=C(C(=O)NC2=CC=C(C=C2)SC(F)(F)F)C=C(C=C1)NC(=O)[C@@H]1C([C@H]1C1=CC(=CC(=C1)Cl)Cl)(Cl)Cl trans-2-Chloro-5-(2,2-dichloro-3-(3,5-dichlorophenyl)cyclopropane-1-carboxamido)-N-(4-((trifluoromethyl)thio)phenyl)benzamide